1,8-diaza-bicyclo(5.4.0)-7-undecene phthalate C(C=1C(C(=O)O)=CC=CC1)(=O)O.N12CCCCCC2=NCCC1